FC1=NC=CC(=C1)C(C#N)C1=NC=CC(=C1)C(F)(F)F 2-(2-fluoropyridin-4-yl)-2-(4-(trifluoromethyl)pyridin-2-yl)acetonitrile